[2-(1,3-dihydropyrrolo[3,4-c]pyridin-2-yl)-3-fluoro-4-pyridinyl]methanol C1N(CC=2C=NC=CC21)C2=NC=CC(=C2F)CO